N-[(2-Amino-3-pyridyl)sulfonyl]-6-[4-(2,2-dimethylpropoxy)pyrazol-1-yl]-2-[(4S)-2,2,4-trimethylpyrrolidin-1-yl]pyridin-3-carboxamid NC1=NC=CC=C1S(=O)(=O)NC(=O)C=1C(=NC(=CC1)N1N=CC(=C1)OCC(C)(C)C)N1C(C[C@@H](C1)C)(C)C